COCCOCCOCCCCC diethyleneglycol n-pentyl methyl ether